C(#N)C(C)(C)C1=CC(=C(C(=O)Cl)C=C1)SCC 4-(1-cyano-1-methyl-ethyl)-2-ethylsulfanyl-benzoyl chloride